N-((1R)-1-((1S,4aS,4bR,6aR,8R,10aS,12aS)-8-(ethoxymethyl)-8-hydroxy-12a-methyloctadecahydrochrysen-1-yl)ethyl)-2,4-difluorobenzamide C(C)OC[C@@]1(C[C@H]2CC[C@H]3[C@@H]4CCC[C@@H]([C@]4(CCC3[C@H]2CC1)C)[C@@H](C)NC(C1=C(C=C(C=C1)F)F)=O)O